C(C)(C)(C)OC(=O)N(C(OC(C)(C)C)=O)C1=NC=CC2=C1N=CN2 tert-butyl (tert-butoxycarbonyl)(1H-imidazo[4,5-c]pyridin-4-yl)carbamate